BrC=1C=CC(=C2C(NC(C12)=O)C1=C(C=CC=C1)C)NC(=O)C=1C2=C(SC1)C=CC=C2 N-(7-bromo-1-oxo-3-(o-tolyl)isoindolin-4-yl)benzo[b]Thiophene-3-carboxamide